N-(5-((4-chlorophenoxy)methyl)-1,3,4-thiadiazol-2-yl)-4-(2-fluoro-6-methoxy-3-(trifluoromethyl)phenyl)-6-methylnicotinamide ClC1=CC=C(OCC2=NN=C(S2)NC(C2=CN=C(C=C2C2=C(C(=CC=C2OC)C(F)(F)F)F)C)=O)C=C1